C(C)C(COC(CC)=O)CCCC propanoic acid 2-ethyl-hexyl ester